(5R)-N-[(3S)-9-fluoro-2-oxo-5-phenyl-1,3-dihydro-1,4-benzodiazepin-3-yl]-5-methyl-2-(6-morpholino-3-pyridyl)-6,7-dihydro-5H-pyrazolo[5,1-b][1,3]oxazine-3-carboxamide FC1=CC=CC=2C(=N[C@@H](C(NC21)=O)NC(=O)C=2C(=NN1C2O[C@@H](CC1)C)C=1C=NC(=CC1)N1CCOCC1)C1=CC=CC=C1